N-(4-aminobutyl)-4-p-tolylbutyramide NCCCCNC(CCCC1=CC=C(C=C1)C)=O